2-methyl-N-(cis-1-oxo-3-thiacyclobutane-yl)benzamide CC1=C(C(=O)NC2C(CS2)=O)C=CC=C1